OC[C@H]1N(C[C@@H]([C@H]([C@@H]1O)O)O)CC1=CC(=CC=C1)CNC1=CC=C(C=C1)C1=NC=CC=N1 (2R,3R,4R,5S)-2-(hydroxymethyl)-1-{[3-({[4-(pyrimidin-2-yl)phenyl]amino}methyl)phenyl]methyl}piperidine-3,4,5-triol